FC=1C=C2[C@H]3CCCN3C=3C=CN4N=CC(CN(CCOC2=CC1)C(C)=O)=C4N3 1-[(6R)-9-fluoro-13-oxa-2,16,20,21,24-pentaazapentacyclo[16.5.2.02,6.07,12.021,25]pentacosa-1(24),7,9,11,18(25),19,22-heptaen-16-yl]ethan-1-one